P(O)(=O)(OP(=O)(O)OP(=O)(O)O)OC[C@@H]1[C@H]([C@H]([C@@H](O1)N1C(=O)NC(=O)C=C1P(=O)(O)OP(=O)(O)O)O)O.C1(CC1)C(=O)N1CC=2NC(=NC2C1)C1=NNC2=CC(=CC=C12)C1=C(C=C(C(=C1)F)O)CC cyclopropyl-(2-(6-(2-ethyl-5-fluoro-4-hydroxyphenyl)-1H-indazol-3-yl)pyrrolo[3,4-d]imidazol-5(1H,4H,6H)-yl)methanone 6-diphospho-uridine-5'-triphosphate